CN1C(NC2=C1C(=CC=C2)N2CCC(CC2)COC2CCN(CC2)C(=O)OCC2=CC=CC=C2)=O benzyl 4-[[1-(3-methyl-2-oxo-1H-benzimidazol-4-yl)-4-piperidyl]methoxy]piperidine-1-carboxylate